C1(CC1)C(=O)N1C(CN(CC1C)CC1=C(C=CC=C1F)F)C(=O)NCC1=CC=C(C=C1)C=1OC=CC1 1-(cyclopropanecarbonyl)-4-(2,6-difluorobenzyl)-N-(4-(furan-2-yl)benzyl)-6-methylpiperazine-2-carboxamide